C1(=CC=CC=C1)C1(C=2C=CC=CC2CC2=CC=CC=C12)C1=CC=CC=C1 10,10-diphenylanthracene